Chloromethyl (R)-4-((3R,5R,8R,9S,10S,12S,13R,14S,17R)-3,12-dihydroxy-10,13-dimethylhexadecahydro-1H-cyclopenta[a]phenanthren-17-yl)pentanoate O[C@@H]1CC[C@@]2([C@H]3C[C@@H]([C@@]4([C@H](CC[C@H]4[C@@H]3CC[C@@H]2C1)[C@@H](CCC(=O)OCCl)C)C)O)C